3-(1-benzyl-1H-imidazol-2-yl)-6-(2-ethyl-4-((2-(trimethylsilyl)ethoxy)methoxy)phenyl)-1-(tetrahydro-2H-pyran-2-yl)-1H-indazole C(C1=CC=CC=C1)N1C(=NC=C1)C1=NN(C2=CC(=CC=C12)C1=C(C=C(C=C1)OCOCC[Si](C)(C)C)CC)C1OCCCC1